FC=1C=NC(=NC1)C=1C=C(C=CC1C)NC(=O)N1C2CC(CC1(C2)C(C)OC)C cis-N-(3-(5-fluoropyrimidin-2-yl)-4-methylphenyl)-1-(1-methoxyethyl)-3-methyl-6-azabicyclo[3.1.1]heptane-6-carboxamide